IC1=C(C2=C(N=C(N=C2)N)N1C)C1=CC=C(C=C1)OC1=NC=CC(=N1)C 6-iodo-7-methyl-5-(4-((4-methylpyrimidin-2-yl)oxy)phenyl)-7H-pyrrolo[2,3-d]pyrimidinamine